FC1=C2C=NNC2=CC=C1C1=C(N=C2N1C=C(N=C2)C2=CC(=C(C=C2)F)OC(F)(F)F)C(F)(F)F 3-(4-fluoro-1H-indazol-5-yl)-6-(4-fluoro-3-trifluoromethoxy-phenyl)-2-trifluoromethyl-imidazo[1,2-a]pyrazine